5-[[2-(6-oxo-7-oxa-2,5-diazaspiro[3.4]octane-2-carbonyl)-2-azaspiro[3.3]heptane-6-yl]methyl]-2-(trifluoromethyl)pyridine-3-carbonitrile O=C1NC2(CN(C2)C(=O)N2CC3(C2)CC(C3)CC=3C=C(C(=NC3)C(F)(F)F)C#N)CO1